C(#N)[C@H](C[C@@H]1C(NCCC1)=O)NC(=O)[C@@H]1N([C@H]2CC([C@@H]1CC2)(F)F)C([C@H](NC2=C(C=CC(=C2)F)F)C)=O (1R,3R,4R)-N-((S)-1-cyano-2-((R)-2-oxopiperidin-3-yl)ethyl)-2-((2,5-difluorophenyl)-D-alanyl)-5,5-difluoro-2-azabicyclo[2.2.2]octane-3-carboxamide